C(C)(C)(C)C=1C(=C(CC2=C(C(=CC(=C2)C)CC2=C(C(=CC(=C2)C)C(C)(C)C)O)O)C=C(C1)C)O 2,6-bis-(3-tert-butyl-5-methyl-2-hydroxybenzyl)-4-methylphenol